C1CCC12N(CCC2)CCNC(=O)C=2C=C(C(=NC2)C)NC(=O)C=2C=NN1C2C=NC(=C1)C=1C=NN(C1)C1CC1 N-(5-((2-(5-azaspiro[3.4]octan-5-yl)ethyl)carbamoyl)-2-methylpyridin-3-yl)-6-(1-cyclopropyl-1H-pyrazol-4-yl)pyrazolo[1,5-a]pyrazine-3-carboxamide